4-[4-Cyano-3-hydroxy-6-(4-trifluoromethoxy-phenyl)-pyridin-2-yl]-4-oxo-butyric acid C(#N)C1=C(C(=NC(=C1)C1=CC=C(C=C1)OC(F)(F)F)C(CCC(=O)O)=O)O